O[C@H]1[C@H](O[C@@]2([C@@H](CCO2)NC(C2=CC(=CC=C2)OC(F)(F)F)=O)[C@@H]([C@H]1N1N=NC(=C1)C1=CC(=C(C(=C1)F)F)F)O)CO N-((4r,5s,7r,8r,9s,10r)-8,10-dihydroxy-7-(hydroxymethyl)-9-(4-(3,4,5-trifluorophenyl)-1H-1,2,3-triazol-1-yl)-1,6-dioxaspiro[4.5]dec-4-yl)-3-(trifluoromethoxy)benzamide